(S)-8-(5-((3-(4-fluorophenyl)-5-methylisoxazol-4-yl)methoxy)pyrazin-2-yl)octahydropyrazino[2,1-c][1,4]oxazine FC1=CC=C(C=C1)C1=NOC(=C1COC=1N=CC(=NC1)N1C[C@H]2COCCN2CC1)C